C(C)(C)(C)C1=NN=C(O1)C(=O)NC1CCCCC2=C1C=NC(=C2)C2=NC(=NC=C2)NC=2C=NN(C2)C (tert-butyl)-N-(3-(2-((1-methyl-1H-pyrazol-4-yl)amino)pyrimidin-4-yl)-6,7,8,9-tetrahydro-5H-cyclohepta[c]pyridin-9-yl)-1,3,4-oxadiazole-2-carboxamide